Oleyliodid C(CCCCCCC\C=C/CCCCCCCC)I